tert-butyl ((5-bromo-2-methylphenyl)(methyl)(oxo)-λ6-sulfaneylidene)carbamate BrC=1C=CC(=C(C1)S(=O)(C)=NC(OC(C)(C)C)=O)C